NC[C@@H](C(=O)N1CCC(CC1)[C@@H](N[S@@](=O)C(C)(C)C)C1=C(C=C(C(=C1)Cl)Cl)OCC=C)O (S)-N-[(R)-[1-[(2S)-3-amino-2-hydroxypropanoyl]piperidin-4-yl][4,5-dichloro-2-(prop-2-en-1-yloxy)phenyl]methyl]-2-methylpropane-2-sulfinamide